methyl 3-(9-((4-(((tert-butoxycarbonyl)amino)methyl)-2-(2-(butylamino)-2-oxoethyl)phenyl)carbamoyl)-4,5-dihydrobenzo[b]thieno[2,3-d]oxepin-8-yl)-6-(propylcarbamoyl)picolinate C(C)(C)(C)OC(=O)NCC1=CC(=C(C=C1)NC(=O)C1=CC2=C(OCCC3=C2SC=C3)C=C1C=1C(=NC(=CC1)C(NCCC)=O)C(=O)OC)CC(=O)NCCCC